4-(1H-pyrazol-3-yloxymethyl)benzonitrile N1N=C(C=C1)OCC1=CC=C(C#N)C=C1